C(C)(C)NCC=C N-isopropyl-allyl-amine